1-(2-(5-(4-methyl-6-(methylthio)pyridin-3-yl)-1H-imidazol-2-yl)piperidin-1-yl)propan-1-one CC1=C(C=NC(=C1)SC)C1=CN=C(N1)C1N(CCCC1)C(CC)=O